N-(2,2-difluorocyclobutyl)-8-fluoro-5,6-dihydrobenzo[f]imidazo[1,5-d][1,4]oxazepine-10-carboxamide FC1(C(CC1)NC(=O)C=1C=C(C2=C(C=3N(CCO2)C=NC3)C1)F)F